(S)-2-(4-(methylcarbamoyl)phenyl)-N-(2-(1-methylpyrrolidin-2-yl)ethyl)benzo[d]imidazo[2,1-b]thiazole-7-carboxamide CNC(=O)C1=CC=C(C=C1)C=1N=C2SC3=C(N2C1)C=CC(=C3)C(=O)NCC[C@H]3N(CCC3)C